FC=1C=C(C=CC1)[C@H]1[C@@H](CN(C1)C(=O)O)C(NC=1C=C(C=CC1)C1=CC=CC=C1)=O |r| (±)-trans-4-(3-fluorophenyl)-3-[(biphenyl-3-yl)carbamoyl]Pyrrolidine-1-carboxylic acid